3,9-diethyl-6-tridecanol C(C)C(CC)CCC(CCC(CCCC)CC)O